4-(furo[3,2-c]pyridin-4-yl)-N-[(2r,3aR,5r,6aS)-5-hydroxyocta-hydropentalen-2-yl]benzamide O1C=CC=2C(=NC=CC21)C2=CC=C(C(=O)NC1C[C@H]3CC(C[C@H]3C1)O)C=C2